C(C)(C)(C)OC(N(C1=CC(=NC=2N1N=CC2C(C)C)Cl)CC2=CC=CC=C2)=O benzyl-(5-chloro-3-isopropylpyrazolo[1,5-a]pyrimidin-7-yl)-carbamic acid tert-butyl ester